4-(5-amino-1,3,4-thiadiazole-2-yl)phenol NC1=NN=C(S1)C1=CC=C(C=C1)O